2-(3,5-dihexyl-4-hydroxyphenyl)acetic acid C(CCCCC)C=1C=C(C=C(C1O)CCCCCC)CC(=O)O